4-(7-chloro-3-methyl-1,1-dioxo-3,4-dihydro-2H-benzo[b][1,4,5]oxathiazin-2-yl)-N-((R)-1-(4-(ethylsulphonyl)phenyl)-2-hydroxyethyl)-3-fluorobenzamide ClC1=CC2=C(OC(N(S2(=O)=O)C2=C(C=C(C(=O)N[C@@H](CO)C3=CC=C(C=C3)S(=O)(=O)CC)C=C2)F)C)C=C1